butyryl-L-alanyl-L-alanine sodium salt [Na+].C(CCC)(=O)N[C@@H](C)C(=O)N[C@@H](C)C(=O)[O-]